(5-cyano-4-((2-methoxyethyl)amino)pyridin-2-yl)-5-formyl-6-(pyridin-3-yl)-1-methyl-1H-pyrrolo[3,2-b]pyridine-3-carboxamide C(#N)C=1C(=CC(=NC1)C1=C(C2=NC(=C(C=C2N1C)C=1C=NC=CC1)C=O)C(=O)N)NCCOC